FC(C)(F)C1=CC=C(C=C1)N1N=C(C=C1C(C)C)N1CCN(CC1)CCN1CCOCC1 4-[2-[4-[1-[4-(1,1-difluoroethyl)phenyl]-5-isopropyl-pyrazol-3-yl]piperazin-1-yl]ethyl]morpholine